tert-butyl 2-(1-hydroxy-2-methyl-3-(tosyloxy)propan-2-yl)-4,6,7,8-tetrahydropyrazolo[4,3-c]azepine-5(2H)-carboxylate OCC(COS(=O)(=O)C1=CC=C(C)C=C1)(C)N1N=C2C(CN(CCC2)C(=O)OC(C)(C)C)=C1